OCC1=C2C=CN(C2=C(C=C1OC)C)C(=O)OC(C)(C)C tert-butyl 4-(hydroxymethyl)-5-methoxy-7-methylindole-1-carboxylate